FC(OC=1C=C(C=CC1)C(C(=O)N)(C1=CC(=CC=C1)I)C)F 3-difluoromethoxyphenyl-2-methyl-2-(3-iodophenyl)-acetamide